Ethylmethylphenylphosphine C(C)P(C1=CC=CC=C1)C